COC(=O)[C@@H]1C[C@H](CCC1)OC=1C(=NC(=CC1)C=1N=NN(C1CN)C)C (1S,3S)-3-((6-(5-(aminomethyl)-1-methyl-1H-1,2,3-triazol-4-yl)-2-methyl-pyridin-3-yl)oxy)cyclohexanecarboxylic acid methyl ester